Tert-butyl 6-(3-(8,8-dimethyl-1-oxa-4,9-diazaspiro[5.5]undecan-9-yl)-5-methyl-1H-pyrazol-1-yl)-2-azaspiro[3.3]heptane-2-carboxylate CC1(CC2(CNCCO2)CCN1C1=NN(C(=C1)C)C1CC2(CN(C2)C(=O)OC(C)(C)C)C1)C